C(C)OC(=O)C=1OC2=C(C1C)C=C(C=C2)S(NC2=C(C=CC=C2)I)(=O)=O 5-(N-(2-iodophenyl)sulfamoyl)-3-methylbenzofuran-2-carboxylic acid ethyl ester